ClC1=C(C=CC(=C1)F)[C@H]1CC[C@H](CC1)CCNC1COCC1 3-({2-[(cis)-4-(2-Chloro-4-fluorophenyl)cyclohexyl]-ethyl}amino)oxolan